(1R,2R)-N-[7-chloro-6-(4-cyano-4-methyl-1-piperidyl)-3-isoquinolyl]-2-pyrimidin-5-yl-cyclopropanecarboxamide ClC1=C(C=C2C=C(N=CC2=C1)NC(=O)[C@H]1[C@@H](C1)C=1C=NC=NC1)N1CCC(CC1)(C)C#N